C1=CC(=CC=C1N)SSC2=CC=C(C=C2)N 4,4'-Dithioaniline